(4-(1H-pyrazol-4-yl)-7H-pyrrolo[2,3-d]pyrimidine-7-yl) pivalate C(C(C)(C)C)(=O)ON1C=CC2=C1N=CN=C2C=2C=NNC2